1-ethyl-3-methyl-imidazole bis(trifluoromethanesulfonyl)imide salt [N-](S(=O)(=O)C(F)(F)F)S(=O)(=O)C(F)(F)F.C(C)N1CN(C=C1)C